tert-Butyl 4-(2-chloro-5-methoxypyrimidin-4-yl)piperazine-1-carboxylate ClC1=NC=C(C(=N1)N1CCN(CC1)C(=O)OC(C)(C)C)OC